ClC=1C=C(CN2C(C=C(C=C2)C=2C=C3C(=NNC3=CC2)C2=CC(=NC=C2)C)=O)C=CC1F 1-(3-chloro-4-fluorobenzyl)-4-(3-(2-methylpyridin-4-yl)-1H-indazol-5-yl)pyridin-2(1H)-one